C(C=C)(=O)NC1=C(C=C(C=C1)NC(=O)N1C2CCC1CC=1C(=NC=CC12)F)Cl N-(4-acrylamido-3-chlorophenyl)-1-fluoro-6,7,8,9-tetrahydro-5H-5,8-epiminocyclohepta[c]-pyridine-10-carboxamide